2-((4-chloro-2-fluorobenzofuran-7-yl)methoxy)-6-(piperidin-4-yl)pyridine 4-methylbenzenesulfonate CC1=CC=C(C=C1)S(=O)(=O)O.ClC1=CC=C(C2=C1C=C(O2)F)COC2=NC(=CC=C2)C2CCNCC2